dimethyl-boric acid COB(OC)O